N1C[C@@H](CCC1)NC=1C2=C(N=CC1C#CC1=NC=CC=C1)NC=C2 (R)-N-(piperidin-3-yl)-5-(pyridin-2-ylethynyl)-1H-pyrrolo[2,3-b]pyridin-4-amine